(E)-N-(6-amino-3-(2-chloro-5-fluorophenyl)-1-(ethoxyimino)isoindol-4-yl)-3-fluoro-5-(trifluoromethyl)benzamide NC1=CC(=C2C(=N/C(/C2=C1)=N/OCC)C1=C(C=CC(=C1)F)Cl)NC(C1=CC(=CC(=C1)C(F)(F)F)F)=O